ClC=1C=CC(=C(C1)C1=CC(=CN=N1)NC1=CC(=NC=C1)NC(CCNCCCNS(=O)(=O)C)=O)F N-(4-{[6-(5-chloro-2-fluorophenyl)pyridazin-4-yl]amino}pyridin-2-yl)-3-[(3-methanesulfonamidopropyl)amino]propanamide